((1S,4S,5S)-4-(4-((S)-3-(3-fluorophenyl)-2-methyloctan-2-yl)-2,6-dimethoxyphenyl)-6,6-dimethylbicyclo[3.1.1]hept-2-en-2-yl)methyl pivalate C(C(C)(C)C)(=O)OCC=1[C@@H]2C([C@H]([C@H](C1)C1=C(C=C(C=C1OC)C(C)([C@@H](CCCCC)C1=CC(=CC=C1)F)C)OC)C2)(C)C